6,6'-selenobis(3-(1-(2-(4-(4-tolyl)thiazol-2-yl)hydrazino)ethyl)-2H-benzopyran-2-one) [Se](C=1C=CC2=C(C=C(C(O2)=O)C(C)NNC=2SC=C(N2)C2=CC=C(C=C2)C)C1)C=1C=CC2=C(C=C(C(O2)=O)C(C)NNC=2SC=C(N2)C2=CC=C(C=C2)C)C1